4-(2-Amino-2-methylpropanoyl)-N-(1-(2-((trans-4-aminocyclohexyl)amino)-2,3-dihydro-1H-inden-5-yl)-2-oxo-1,2-dihydropyrimidin-4-yl)piperazine-1-carboxamide hydrochloride Cl.NC(C(=O)N1CCN(CC1)C(=O)NC1=NC(N(C=C1)C=1C=C2CC(CC2=CC1)N[C@@H]1CC[C@H](CC1)N)=O)(C)C